4-chloro-6-(5-chloro-2-fluorophenyl)-3-(2-chloroethoxy)pyridin-2-amine ClC1=C(C(=NC(=C1)C1=C(C=CC(=C1)Cl)F)N)OCCCl